[Br-].C(C1=CC=CC=C1)[N+]1(CCC(CC1)C(=O)OC)CC(=O)NC1=C(C=CC=C1C)C 1-benzyl-1-(2-((2,6-dimethylphenyl)Amino)-2-oxoethyl)-4-(methoxycarbonyl)piperidin-1-ium bromide